C1(CC1)C1=C(C(=NO1)C1=C(C=NC=C1Cl)Cl)/C=C/C12OCC(CC1)(CC2)COC=2C=C1C(=CC(=NC1=CC2)C(=O)O)OC(F)F (E)-6-((1-(2-(5-cyclopropyl-3-(3,5-dichloropyridin-4-yl)isoxazol-4-yl)vinyl)-2-oxabicyclo[2.2.2]oct-4-yl)methoxy)-4-(difluoromethoxy)quinoline-2-carboxylic acid